19-(octan-2-yloxy)-9,19-dioxononadecanoic acid CC(CCCCCC)OC(CCCCCCCCCC(CCCCCCCC(=O)O)=O)=O